N-(6-cyano-2-fluoro-3-methoxybenzyl)-1-((6-cyclopropylimidazo[1,2-a]pyridin-2-yl)methyl)-1H-pyrazole-4-carboxamide C(#N)C1=CC=C(C(=C1CNC(=O)C=1C=NN(C1)CC=1N=C2N(C=C(C=C2)C2CC2)C1)F)OC